(4-fluoro-3-(5-(trifluoromethyl)pyridin-2-yl)phenyl)methanol FC1=C(C=C(C=C1)CO)C1=NC=C(C=C1)C(F)(F)F